(1R,2S)-N-(6-(1-((3R,4R)-4-fluoro-3-methyltetrahydrofuran-3-yl)piperidin-4-yl)-7-methylisoquinolin-3-yl)-5-oxaspiro[2.4]heptane-1-carboxamide F[C@@H]1[C@](COC1)(C)N1CCC(CC1)C=1C=C2C=C(N=CC2=CC1C)NC(=O)[C@@H]1CC12COCC2